2,4-Dicarboxylbenzoic acid C(=O)(O)C1=C(C(=O)O)C=CC(=C1)C(=O)O